OC1=CC2=C(C=N1)C(N(C2)C)=O 6-hydroxy-2-methyl-1,2-dihydro-3H-pyrrolo[3,4-c]pyridin-3-one